9-(4-(trifluoromethyl)phenethyl)carbazole-3-carboxylic acid FC(C1=CC=C(CCN2C3=CC=CC=C3C=3C=C(C=CC23)C(=O)O)C=C1)(F)F